2-((3R,4R)-3-amino-4-fluoropiperidin-1-yl)-1-((R)-1-(5-cyanopyridin-2-yl)ethyl)-1H-benzo[d]imidazole-6-carbonitrile hydrochloride Cl.N[C@@H]1CN(CC[C@H]1F)C1=NC2=C(N1[C@H](C)C1=NC=C(C=C1)C#N)C=C(C=C2)C#N